BrC1=C(C2=C(C(CO2)=O)C=C1)F 6-Bromo-7-fluorobenzofuran-3(2H)-one